O=C1N(CCC(N1)=O)C=1C=C(OCCCCCCN(C(OC(C)(C)C)=O)C)C=CC1 tert-butyl (6-(3-(2,4-dioxotetrahydropyrimidin-1(2H)-yl)phenoxy)hexyl)(methyl)carbamate